COCC1=C(C=CC=C1C)N1N=NNC1=O 4-[2-(methoxymethyl)-3-methyl-phenyl]-1H-tetrazol-5-one